(E)-3-(4-Fluorophenyl)allyl-tert-butyl carbonate C(OC(CC\C=C\C1=CC=C(C=C1)F)(C)C)([O-])=O